C(C)C1(NC(N(C(C1)=O)C1CC(OC2=CC=C(C=C12)C(=O)N[C@H]1[C@](CC2=CC=CC=C12)(C)O)C(=O)N(C)C)=N)CC 4-(4,4-diethyl-2-imino-6-oxo-hexahydropyrimidin-1-yl)-N6-[(1R,2R)-2-hydroxy-2-methyl-indan-1-yl]-N2,N2-dimethyl-chromane-2,6-dicarboxamide